tert-butyl 4-(5-(3-((2,6-dimethoxyphenyl)sulfonamido)-4-methoxybenzo[d]isoxazol-6-yl)thiazol-2-yl)piperazine-1-carboxylate COC1=C(C(=CC=C1)OC)S(=O)(=O)NC1=NOC2=C1C(=CC(=C2)C2=CN=C(S2)N2CCN(CC2)C(=O)OC(C)(C)C)OC